O1CC(=CC1)C1=C(C=C(C=C1)F)C1CCN(CC1)[C@@H]1COC2(CN(C2)C(=O)OC(C)(C)C)C1 Tert-butyl (S)-7-(4-(2-(2,5-dihydrofuran-3-yl)-5-fluorophenyl) piperidin-1-yl)-5-oxa-2-azaspiro[3.4]octane-2-carboxylate